FC(C=1C(NC(NC1)=O)=O)(F)F 5-(trifluoromethyl)-1H-pyrimidine-2,4-dione